O=C1NC(CCC1N1C(N(C2=C1C=CC(=C2)CN2CCN(CC2)C(=O)OC(C)(C)C)C)=O)=O tert-butyl 4-((1-(2,6-dioxopiperidin-3-yl)-3-methyl-2-oxo-2,3-dihydro-1H-benzo[d]imidazol-5-yl)methyl)piperazine-1-carboxylate